CC#CC(C(=O)OC)C(=O)OC Dimethyl butynedicarboxylate